P(=O)(O)(O)OC(OCC)OCC diethoxymethanol phosphate